C(C)O[C@H]1[C@@H](C1)NC(=O)C=1C=C(C(N(C1)CC1=CC(=CC=C1)F)=O)C(=O)NC |r| (+/-)-N5-((trans)-2-ethoxycyclopropyl)-1-(3-fluorobenzyl)-N3-methyl-2-oxo-1,2-dihydropyridine-3,5-dicarboxamide